C(CCCCC(C)C)C=1C(=C(C=CC1)P([O-])([O-])([O-])CCCCCCCC)CCCCCC(C)C Diisooctyl-octylphenylphosphit